BrC1=CC=C2CN(C(C2=C1)=O)[C@@H](C(=O)O)C1=C(C=CC(=C1)F)OC |r| (2RS)-2-(6-bromo-1-oxo-isoindoline-2-yl)-2-(5-fluoro-2-methoxy-phenyl)acetic acid